5-(1H-indole-2-carbonyl)-N-{[1-(methoxymethyl)cyclopropyl]methyl}-4H,5H,6H,7H-pyrazolo[1,5-a]pyrazine-3-carboxamide N1C(=CC2=CC=CC=C12)C(=O)N1CC=2N(CC1)N=CC2C(=O)NCC2(CC2)COC